7-(6-(((1r,2r,3s,5s)-2-fluoro-9-azabicyclo[3.3.1]non-3-yl)oxy)pyridazin-3-yl)quinolin-6-ol F[C@@H]1[C@H]2CCC[C@@H](C[C@@H]1OC1=CC=C(N=N1)C1=C(C=C3C=CC=NC3=C1)O)N2